C1(CC1)C1=NC=NC(=C1C=1N=C(C2=C(N1)C=CO2)NCC2=C(C=C(C=C2)N2N=C(C=C2C)C(F)(F)F)OC)OC 2-(4-Cyclopropyl-6-methoxypyrimidin-5-yl)-N-(2-methoxy-4-(5-methyl-3-(trifluoromethyl)-1H-pyrazol-1-yl)benzyl)furo[3,2-d]pyrimidin-4-amine